NCC1=C(C=C(C=C1OC)C=1C(=C(C=CC1)C1=C(C(=CC=C1)NC(C1=CC=NC=C1)=O)C)C)F N-(4''-(aminomethyl)-3''-fluoro-5''-methoxy-2,2'-dimethyl-[1,1':3',1''-terphenyl]-3-yl)isonicotinamide